NC(C([C@H](CC1=CC=CC=C1)NC(C1=C(C=CC=C1Cl)Br)=O)=O)=O (S)-N-(4-amino-3,4-dioxo-1-phenylbutan-2-yl)-2-bromo-6-chlorobenzamide